[I-].C(#N)C1=[N+](C=CC=C1)CC1=CC=CC=C1 2-cyano-1-(benzyl)pyridinium iodide